BrC=1SC(=NN1)CC 2-bromo-5-ethyl-1,3,4-thiadiazole